C(CCCCC)(=O)N[C@@H]([C@H](O)C)C(=O)O N-caproyl-threonine